CO[SiH](C1=CC=C(C=C1)C(=C)C1=CC=CC=C1)OC 1-[4-(dimethoxysilyl)phenyl]-1-phenylethene